N'-Ethyl-N'-[[2-methyl-4-(1,1,2,2,2-pentafluoroethyl)phenyl]methyl]oxamide 2,2,2-Trifluoroethyl-2-[ethyl-[[2-methyl-4-(1,1,2,2,2-pentafluoroethyl)phenyl]methyl]amino]-2-oxo-acetate FC(COC(C(=O)N(CC1=C(C=C(C=C1)C(C(F)(F)F)(F)F)C)CC)=O)(F)F.C(C)N(C(C(N)=O)=O)CC1=C(C=C(C=C1)C(C(F)(F)F)(F)F)C